N-vinyl-cyclohexaneamide C(=C)NC(=O)C1CCCCC1